The molecule is a phosphatidylethanolamine 34:1 zwitterion obtained by transfer of a proton from the phosphate to the amino group of 1-hexadecanoyl-2-octadecanoyl-sn-glycero-3-phosphoethanolamine. It is a tautomer of a 1-hexadecanoyl-2-octadecanoyl-sn-glycero-3-phosphoethanolamine. CCCCCCCCCCCCCCCCCC(=O)O[C@H](COC(=O)CCCCCCCCCCCCCCC)COP(=O)([O-])OCC[NH3+]